6-(2,6-Dimethylmorpholino)-2-methyl-N-(4-(5-(2-methylpyridin-4-ylamino)-1H-benzo[d]imidazol-2-yl)phenyl)quinolin-4-amine CC1OC(CN(C1)C=1C=C2C(=CC(=NC2=CC1)C)NC1=CC=C(C=C1)C1=NC2=C(N1)C=CC(=C2)NC2=CC(=NC=C2)C)C